2-amino-9-((2R,4S,5R)-5-(chloromethyl)-4-hydroxy-5-(hydroxymethyl)tetrahydrofuran-2-yl)-1,9-dihydro-6H-purin-6-one NC=1NC(C=2N=CN(C2N1)[C@@H]1O[C@@]([C@H](C1)O)(CO)CCl)=O